4-hydroxy-5-methyl-3(2h)-furanone OC=1C(COC1C)=O